N1(C=CC2=CC=CC=C12)C1=NN(C=C1)C 3-(1H-indol-1-yl)-1-methyl-1H-pyrazol